9-[4'-fluoro-3'-(hydroxymethyl)butyl]Guanine FCC(CCN1C=2N=C(NC(C2N=C1)=O)N)CO